(S)-2-amino-N-(2-(4-(3-(4-chloro-3-ethyl-1H-pyrrolo[2,3-b]pyridin-5-yl)phenyl)-3-oxopiperazin-1-yl)-2-oxoethyl)-3-methylbutanamide N[C@H](C(=O)NCC(=O)N1CC(N(CC1)C1=CC(=CC=C1)C=1C(=C2C(=NC1)NC=C2CC)Cl)=O)C(C)C